C(C)NC(=O)C1NCC(C1)NCC1=CC=C(C=C1)SC N-ethyl-4-{[(4-(methylthio)phenyl)methyl]Amino}pyrrolidine-2-carboxamide